(3-nitrophenyl)sulfonyl chloride [N+](=O)([O-])C=1C=C(C=CC1)S(=O)(=O)Cl